C(CCCCCCCCCCCCCCCC)C=1OCCCN1 2-heptadecyl-4,5-dihydro-1,3-oxazine